3-(benzo[d][1,3]dioxol-5-yl)-3-(7-(2-oxo-2-(2-propylpiperidin-1-yl)ethoxy)naphthalen-2-yl)propanoic acid O1COC2=C1C=CC(=C2)C(CC(=O)O)C2=CC1=CC(=CC=C1C=C2)OCC(N2C(CCCC2)CCC)=O